3-(benzyloxy)-4-(methylsulfonylamino)benzoic acid C(C1=CC=CC=C1)OC=1C=C(C(=O)O)C=CC1NS(=O)(=O)C